5-hydroxy-N-(6-methyl-5-(7-(methylamino)-1,6-naphthyridin-3-yl)pyridin-3-yl)-5,6,7,8-tetrahydronaphthalene-1-carboxamide OC1C=2C=CC=C(C2CCC1)C(=O)NC=1C=NC(=C(C1)C=1C=NC2=CC(=NC=C2C1)NC)C